FC=1C=C(C=C(C1C=O)OC)C=1C(=C(C=CC1)C1=C(C(=CC=C1)NC(=O)C=1C(N(C(NC1)=O)C)=O)C)C N-(3''-fluoro-4''-formyl-5''-methoxy-2,2'-dimethyl-[1,1':3',1''-terphenyl]-3-yl)-3-methyl-2,4-dioxo-1,2,3,4-tetrahydropyrimidine-5-carboxamide